silver-potassium silver iodide [Ag]I.[K].[Ag]